CC1=C2CN(C(C2=CC=C1)=O)C1CCC(CC1)C(=O)O (1s,4s)-4-(4-Methyl-1-oxoisoindolin-2-yl)cyclohexane-1-carboxylic acid